COC1=NC=C(C(=C1)C(F)(F)F)CCN1CC(C1)OC 2-Methoxy-5-(2-(3-methoxyazetidin-1-yl)ethyl)-4-(trifluoromethyl)pyridine